2-(1-cyanopyrrolidin-3-yl)-N-(3-phenylisoxazol-5-yl)acetamide C(#N)N1CC(CC1)CC(=O)NC1=CC(=NO1)C1=CC=CC=C1